FC1=NC(=C(C(=C1F)NC(C1=CC(=C(C=C1)OC(F)F)OC)=O)F)F N-(2,3,5,6-tetrafluoropyridin-4-yl)-4-difluoromethoxy-3-Methoxybenzamide